C(C)(C)(C)OC(CCCN1N=C(C=C1C(N[C@@H](C)C1CC1)=O)C=1C=C(C=CC1)C=1OC(=CN1)C(=O)N[C@@H](C(C)C)C(=O)OCC)=O ethyl (2-(3-(1-(4-(tert-butoxy)-4-oxobutyl)-5-(((S)-1-cyclopropylethyl)carbamoyl)-1H-pyrazol-3-yl)phenyl)oxazole-5-carbonyl)-L-valinate